5-(4-(4-methoxyphenyl)phenyl)-4H-1,2,4-triazole COC1=CC=C(C=C1)C1=CC=C(C=C1)C=1NC=NN1